10-((dimethylamino)methyl)-3,4-dihydroxy-N-(4-methoxyphenyl)-1,6-diazabicyclo[6.2.0]decane-6-carboxamide CN(C)CC1CC2CN(CC(C(CN12)O)O)C(=O)NC1=CC=C(C=C1)OC